3-cyclopropyl-N-(2-fluoro-2-methylpropyl)-7-[[4-(pyridin-3-ylamino)pyrimidin-5-yl]amino]-7,8-dihydro-6H-cyclopenta[g]isoquinoline-5-sulfonamide C1(CC1)C=1N=CC=2C=C3C(=C(C2C1)S(=O)(=O)NCC(C)(C)F)CC(C3)NC=3C(=NC=NC3)NC=3C=NC=CC3